O=C1NC(CCC1N1C(C2=CC=CC(=C2C1=O)NCCCOC=1C=NC(=NC1)C1=CC=C(C=C1)[C@H](C)NC(OC(C)(C)C)=O)=O)=O tert-butyl (1S)-1-(4-(5-(3-(2-(2,6-dioxopiperidin-3-yl)-1,3-dioxoisoindolin-4-ylamino)propoxy)pyrimidin-2-yl)phenyl)ethylcarbamate